tert-butyl 4-[2-methyl-5-[(3S)-3-(2,2,2-trifluoroethyl)pyrrolidine-1-carbonylamino]phenyl]-6-(morpholin-4-yl)-5',6'-dihydro-2'H-[2,3'-bipyridine]-1'-carboxylate CC1=C(C=C(C=C1)NC(=O)N1C[C@@H](CC1)CC(F)(F)F)C1=CC(=NC(=C1)N1CCOCC1)C=1CN(CCC1)C(=O)OC(C)(C)C